[Pd].COC(=O)C=1C=C2N=CC(=NC2=CC1)Cl 2-chloroquinoxaline-6-carboxylic acid methyl ester palladium